CN1N=CC=2C1=NC(=CC2N2CC1=C(CC2)N(N=C1C)CC12CCC(CC1)(CC2)NC(CN2CC(C2)O)=O)C N-(4-((5-(1,6-dimethyl-1H-pyrazolo[3,4-b]pyridin-4-yl)-3-methyl-4,5,6,7-tetrahydro-1H-pyrazolo[4,3-c]pyridin-1-yl)methyl)bicyclo[2.2.2]octan-1-yl)-2-(3-hydroxyazetidin-1-yl)acetamide